tert-butyl 4-((2-chloropyrimidin-4-yl)methyl)piperazine-1-carboxylate ClC1=NC=CC(=N1)CN1CCN(CC1)C(=O)OC(C)(C)C